3-(4-aminophenyl)oxazolidin-2-one NC1=CC=C(C=C1)N1C(OCC1)=O